(R)-tert-butyl (1-(3,4-dihydroisoquinolin-2(1H)-yl)propan-2-yl)carbamate C1N(CCC2=CC=CC=C12)C[C@@H](C)NC(OC(C)(C)C)=O